3-(cyanomethyl)-3-(3-fluoro-4-(6-(1-methyl-1H-pyrazol-4-yl)pyrazolo[1,5-a]pyrazin-4-yl)-1H-pyrazol-1-yl)cyclobutane-1-carbonitrile C(#N)CC1(CC(C1)C#N)N1N=C(C(=C1)C=1C=2N(C=C(N1)C=1C=NN(C1)C)N=CC2)F